[8-(4,4,5,5-tetramethyl-1,3,2-dioxaborolan-2-yl)indolizin-3-yl]-(3,4,5-trifluorophenyl)methanone CC1(OB(OC1(C)C)C1=CC=CN2C(=CC=C12)C(=O)C1=CC(=C(C(=C1)F)F)F)C